C(C1=CC=CC=C1)(C1=CC=CC=C1)=N[C@H](C(=O)OC(C)(C)C)CC1=CC=C(C=C1)O tert-butyl (2S)-2-(benzhydrylideneamino)-3-(4-hydroxyphenyl)propanoate